[Si](C)(C)(C(C)(C)C)OCC=1C(=C(C=CC1)C=1C=C(C(=NC1)N1CC(C1)OCC)F)F 5-(3-{[(tert-butyldimethylsilyl)oxy]methyl}-2-fluorophenyl)-2-(3-ethoxyazetidin-1-yl)-3-fluoropyridine